OCCOCC(OC1=CC=CC(=N1)NC=1C=C2C(=CN=C(C2=CN1)NC)C=1OC2=C(N1)C=C(C=C2)O)C 2-[6-[[6-[2-(2-hydroxyethoxy)-1-methyl-ethoxy]-2-pyridyl]amino]-1-(methylamino)-2,7-naphthyridin-4-yl]-1,3-benzoxazol-5-ol